FC(C1=C(C=CC(=C1)C(F)(F)F)CC(=O)N(CC=1OC(=NN1)C1=NC=C(C=N1)C1CC(CC1)OC)C1=CC=C(C=C1)F)(F)F 2-[2,4-bis(trifluoromethyl)phenyl]-N-(4-fluorophenyl)-N-({5-[5-(3-methoxycyclopentyl)pyrimidin-2-yl]-1,3,4-oxadiazol-2-yl}methyl)acetamide